FC1=C(C(=CC=C1)F)C=1C=2C=3COCCCC3SC2NC([C@@H](N1)C)=N (5S)-3-(2,6-difluorophenyl)-5-methyl-14-oxa-9-thia-4,7-diazatricyclo[8.5.0.02,8]pentadeca-1(10),2(8),3-trien-6-imine